2-amino-5-(p-methoxyphenyl)-1,3,4-thiadiazolidinium NC1SC(N[NH2+]1)C1=CC=C(C=C1)OC